2-fluoro-N-((2R)-3-methyl-1-(9-methyl-10-oxo-7-(pyridin-2-yl)-3,9-diazaspiro[5.5]undecan-3-yl)-1-oxobutan-2-yl)-5-(trifluoromethyl)benzamide FC1=C(C(=O)N[C@@H](C(=O)N2CCC3(CC2)C(CN(C(C3)=O)C)C3=NC=CC=C3)C(C)C)C=C(C=C1)C(F)(F)F